tert-butyl-3-(7-bromo-6-chloro-2,8-difluoroquinazolin-4-yl)-3,8-diazabicyclo[3.2.1]octane-8-carboxylate C(C)(C)(C)OC(=O)N1C2CN(CC1CC2)C2=NC(=NC1=C(C(=C(C=C21)Cl)Br)F)F